C(C)C1CCO1 4-ethyloxetane